NC1=NC=2C=CC(=CC2C2=C1C=NN2C)C(=O)N2[C@H](COCC2)C2=CC=C(C=C2)C(C(F)(F)F)(F)F (4-amino-1-methyl-1H-pyrazolo[4,3-c]quinolin-8-yl)((3S)-3-(4-(pentafluoroethyl)phenyl)-4-morpholinyl)methanone